5-(3,8-diazabicyclo[3.2.1]octane-3-yl)-2-(2,6-dioxopiperidin-3-yl)isoindoline C12CN(CC(CC1)N2)C=2C=C1CN(CC1=CC2)C2C(NC(CC2)=O)=O